C1=CC(=CC=C1/C=C\\C(=O)O[C@H]2[C@@H]([C@H](O[C@H]([C@@H]2O)O)CO)O)O The molecule is an O-acyl carbohydrate that is beta-D-glucose bearing a cis-4-coumaroyl substituent at position 3. It has a role as a metabolite. It is an O-acyl carbohydrate, a member of phenols and a cinnamate ester. It derives from a beta-D-glucose and a cis-4-coumaric acid.